Cl.N[C@@H]1[C@H](CCC1)O (1S,2S)-2-aminocyclopentane-1-ol hydrochloride